C1(CC1)S(=O)(=O)NC=1SC=C(N1)C(C(=O)NC1=C(C=C(C=C1)C=1C=NC=CC1)F)CC 2-(2-(cyclopropanesulfonylamino)thiazol-4-yl)-N-(2-fluoro-4-(pyridin-3-yl)phenyl)butanamide